NC1=NC=C(C2=C1C(=NN2C(C)C)C2=CC(=C(C=C2F)NS(=O)(=O)C2=C(C=CC=C2)F)F)C2CCC(CC2)N2CCOCC2 N-(4-(4-amino-1-isopropyl-7-((1s,4s)-4-morpholinocyclohexyl)-1H-pyrazolo[4,3-c]pyridin-3-yl)-2,5-difluorophenyl)-2-fluorobenzenesulfonamide